C(C)(C)(C)OC(=O)C=1C=CC2=C(N(C=N2)CC2OCC2)C1 1-(oxetan-2-ylmethyl)-1H-benzo(d)imidazole-6-carboxylic acid tert-butyl ester